2-(tert-butyl)-1'-(4,5-dimethyl-1H-indazole-7-carbonyl)-5H-spiro[benzo[d]thiazole-6,4'-piperidin]-4(7H)-one C(C)(C)(C)C=1SC2=C(N1)C(CC1(CCN(CC1)C(=O)C=1C=C(C(=C3C=NNC13)C)C)C2)=O